2-[4-[4-[[(3RS)-2,6-Dioxo-3-piperidyl]amino]phenyl]-1-piperidyl]acetic acid O=C1NC(CC[C@H]1NC1=CC=C(C=C1)C1CCN(CC1)CC(=O)O)=O |r|